(4-(5-(1-(oxetan-3-yl)-1H-pyrazol-4-yl)benzo[d]oxazol-2-yl)pyridin-2-yl)methanone methyl-(R)-2-(5-oxopyrrolidin-2-yl)acetate COC(C[C@@H]1NC(CC1)=O)=O.O1CC(C1)N1N=CC(=C1)C=1C=CC2=C(N=C(O2)C2=CC(=NC=C2)C=O)C1